methyl 6-(3-hydroxyprop-1-yn-1-yl)chromane-2-carboxylate OCC#CC=1C=C2CCC(OC2=CC1)C(=O)OC